O1CCC(C2=CC=CC=C12)C(=O)N chroman-4-carboxamid